7-chloro-5-(7-(difluoromethyl)-6-(1-methyl-2-oxo-1,2-dihydropyridin-3-yl)-3,4-dihydro-quinolin-1(2H)-yl)-1,3-dimethyl-1,6-naphthyridin-2(1H)-one ClC1=NC(=C2C=C(C(N(C2=C1)C)=O)C)N1CCCC2=CC(=C(C=C12)C(F)F)C=1C(N(C=CC1)C)=O